[Na+].N(C(C(=O)[O-])CC(=O)[O-])C(C(=O)[O-])CC(=O)[O-].[Na+].[Na+].[Na+] Iminodisuccinic Acid-Sodium Salt